FC1(CN(CC[C@@H]1N(C(=O)NC=1C=NC=C(C1)C(F)(F)F)C)C=1C=C2C(=NC1)NN=C2)F (S)-1-(3,3-difluoro-1-(1H-pyrazolo[3,4-b]pyridin-5-yl)piperidin-4-yl)-1-methyl-3-(5-(trifluoromethyl)pyridin-3-yl)urea